tert-Butyl 2-(((6S,8S)-3-(benzylamino)-1-chloro-8-ethyl-4-oxo-4,6,7,8-tetrahydropyrrolo[1,2-a]pyrazine-6-carboxamido)methyl)-4,6-dihydro-5H-thieno[2,3-c]pyrrole-5-carboxylate C(C1=CC=CC=C1)NC1=NC(=C2N(C1=O)[C@@H](C[C@@H]2CC)C(=O)NCC2=CC1=C(CN(C1)C(=O)OC(C)(C)C)S2)Cl